5-[[(1R)-1-[3-(1,1-difluoro-2-hydroxy-ethyl)phenyl]ethyl]amino]-3-ethyl-3-methoxy-1,8-dimethyl-pyrrolo[2,3-g]phthalazin-2-one FC(CO)(F)C=1C=C(C=CC1)[C@@H](C)NC1=NN=C(C=2C=C3C(=CC12)C(C(N3C)=O)(OC)CC)C